5-bromoindoline-2,3-dione BrC=1C=C2C(C(NC2=CC1)=O)=O